1-butyl-3-methylimidazolium-bis(trifluoromethylsulfonyl)imide salt [N-](S(=O)(=O)C(F)(F)F)S(=O)(=O)C(F)(F)F.C(CCC)N1C=[N+](C=C1)C